6-(8-fluoro-2-((hexahydro-1H-pyrrolizin-7a-yl)methoxy)-7-(8-(methylthio)naphthalen-1-yl)pyrido[4,3-d]pyrimidin-4-yl)-1,6-diazaspiro[3.5]nonan-2-one FC1=C(N=CC2=C1N=C(N=C2N2CC1(CC(N1)=O)CCC2)OCC21CCCN1CCC2)C2=CC=CC1=CC=CC(=C21)SC